(2R,5S)-2-carbamoyl-5-[2-(4-chloro-3-fluorophenoxy)acetamido]piperidine-1-carboxylic acid tert-butyl ester C(C)(C)(C)OC(=O)N1[C@H](CC[C@@H](C1)NC(COC1=CC(=C(C=C1)Cl)F)=O)C(N)=O